1,2-diphenylethylenediamine copper [Cu].C1(=CC=CC=C1)C(C(N)C1=CC=CC=C1)N